7-Bromo-6-methoxy-2,4-dimethyl-2H-benzo[b][1,4]oxazin-3(4H)-one BrC=1C(=CC2=C(OC(C(N2C)=O)C)C1)OC